ethyl N-(2,4-difluorobenzyl)-P-((7-(5-(trifluoromethyl)-1,2,4-oxadiazol-3-yl)imidazo[1,2-a]pyridin-2-yl)methyl)phosphonamidate FC1=C(CNP(OCC)(=O)CC=2N=C3N(C=CC(=C3)C3=NOC(=N3)C(F)(F)F)C2)C=CC(=C1)F